N-(2-((S)-3-(dimethylamino)pyrrolidine-1-yl)-5-((6-((R)-3-(3-fluorophenyl)isoxazolidine-2-yl)pyrimidine-4-yl)amino)-4-methoxyphenyl)acrylamide CN([C@@H]1CN(CC1)C1=C(C=C(C(=C1)OC)NC1=NC=NC(=C1)N1OCC[C@@H]1C1=CC(=CC=C1)F)NC(C=C)=O)C